18-aminooctadecanoic acid NCCCCCCCCCCCCCCCCCC(=O)O